(2R,4r,6S)-7-((5-methoxy-7-methyl-1H-indol-4-yl)methyl)-6-(4-(4-(1-methylazetidin-3-yl)piperazine-1-carbonyl)phenyl)-7-azaspiro[3.5]nonane-2-carbonitrile COC=1C(=C2C=CNC2=C(C1)C)CN1[C@@H](CC2(CC(C2)C#N)CC1)C1=CC=C(C=C1)C(=O)N1CCN(CC1)C1CN(C1)C